(S)-N-acetyl-alpha-phenylethylamine C(C)(=O)N[C@@H](C)C1=CC=CC=C1